6-(5-(pyridazin-3-ylamino)pyridin-3-yl)benzo[d]oxazol-2(3H)-one N1=NC(=CC=C1)NC=1C=C(C=NC1)C1=CC2=C(NC(O2)=O)C=C1